CC1=NC(=CC(=N1)OC=1C=C(C#N)C=CC1N1N=CC(=C1)C(C[N+](=O)[O-])=O)C1=CC=CC=C1 3-(2-methyl-6-phenylpyrimidin-4-yl)oxy-4-[4-(2-nitroacetyl)pyrazol-1-yl]benzonitrile